5-Cyclopropyl-3-(3-(3-((4-methyl-4H-1,2,4-triazol-3-yl)methyl)oxetan-3-yl)phenyl)pyridin-2(1H)-one C1(CC1)C=1C=C(C(NC1)=O)C1=CC(=CC=C1)C1(COC1)CC1=NN=CN1C